CN1N=CC=C1C=1C=C2C=CN(C(C2=CC1)=O)CC=1C=C(C(=O)NC2COC2)C=CC1 3-((6-(1-methyl-1H-pyrazol-5-yl)-1-oxoisoquinolin-2(1H)-yl)methyl)-N-(oxetan-3-yl)benzamide